BrC1=CC(=C(C=C1)NC(=O)C1(CNC(C1)=O)C1=C(C=CC=C1)C(C)C)OC N-(4-bromo-2-methoxyphenyl)-3-(2-isopropylphenyl)-5-oxopyrrolidine-3-carboxamide